(2R,3R,4S,5R)-2-(4-benzamido-5-fluoro-2-oxopyrimidin-1(2H)-yl)-4-(benzyloxy)-5-((benzyloxy)methyl)-5-methyltetrahydrofuran-3-yl acetate C(C)(=O)O[C@H]1[C@@H](O[C@]([C@H]1OCC1=CC=CC=C1)(C)COCC1=CC=CC=C1)N1C(N=C(C(=C1)F)NC(C1=CC=CC=C1)=O)=O